SC(CC(=O)OCCN1C(N(C(N(C1=O)CCOC(CC(C)S)=O)=O)CCOC(CC(C)S)=O)=O)C 1,3,5-tri(3-mercaptobutanoyloxyethyl)-1,3,5-triazine-2,4,6(1H,3H,5H)-trione